trans-2,2-dichloro-3-(3-chloro-2-fluoro-5-(trifluoromethyl)phenyl)cyclopropane-1-carboxylic acid ClC1([C@H]([C@@H]1C1=C(C(=CC(=C1)C(F)(F)F)Cl)F)C(=O)O)Cl